FC=1C(=C(C=C(C1)C1=NOC(=N1)[C@@H]1[C@H](C1)F)NC(=O)C1=CN=C2N1C=CC(=C2)C(F)(F)F)C N-(3-fluoro-5-(5-((1R,2S)-2-fluorocyclopropyl)-1,2,4-oxadiazol-3-yl)-2-methylphenyl)-7-(trifluoromethyl)imidazo[1,2-a]pyridine-3-carboxamide